(M)-6-fluoro-7-(6-fluoro-2-hydroxy-3-methylphenyl)-1-(4-methyl-2-(2-propanyl)-3-pyridinyl)-4-((2S)-2-methyl-4-(2-propenoyl)-1-piperazinyl)pyrido[2,3-d]pyrimidin-2(1H)-one FC1=CC2=C(N(C(N=C2N2[C@H](CN(CC2)C(C=C)=O)C)=O)C=2C(=NC=CC2C)C(C)C)N=C1C1=C(C(=CC=C1F)C)O